ethyl 4-bromo-2-methyl-7-oxo-6,7-dihydro-1H-pyrrolo[2,3-c]pyridine-3-carboxylate BrC=1C2=C(C(NC1)=O)NC(=C2C(=O)OCC)C